ClC1=C(C=C(C=C1)N1CCN(CC1)CC)C 1-(4-chloro-3-methylphenyl)-4-ethylpiperazine